2-azido-2H-benzo[b][1,4]oxazin-3(4H)-one N(=[N+]=[N-])C1C(NC2=C(O1)C=CC=C2)=O